4,4-diisothiocyanostilbene N(=C=S)C1(CC=C(C=C1)C=CC1=CC=CC=C1)N=C=S